(2-cyano-2-(2-(3,5-dichloro-4-((6-oxo-1-(3-(trifluoromethyl)benzyl)-1,6-dihydropyridin-3-yl)oxy)phenyl)hydrazono)acetyl)carbamate C(#N)C(C(=O)NC([O-])=O)=NNC1=CC(=C(C(=C1)Cl)OC1=CN(C(C=C1)=O)CC1=CC(=CC=C1)C(F)(F)F)Cl